BrC=1C=NC=CC1C(C)=O 1-(3-Bromopyridin-4-yl)ethanone